C(C)N(CCOC1=C(C=C(C(=O)C2=C(OC3=C2C=CC=C3)CC(=O)O[C@@H](C)CC)C=C1I)I)CC [(2S)-butan-2-yl] 2-[3-[4-[2-(diethylamino)ethoxy]-3,5-diiodobenzoyl]-1-benzofuran-2-yl]acetate